COC1=CC(=CC(=C1O)OC)/C=C/C(=O)OC2[C@@H](CC(C[C@H]2O)(C(=O)O)O)O 4-O-sinapoylquinic acid